NC1=C(C(=O)NC(C)C)C=C(C=N1)C1=C(C=C(C=C1)NC([C@H](C=1N=C(SC1)C)O)=O)C (S)-2-amino-5-(4-(2-hydroxy-2-(2-methylthiazol-4-yl)acetamido)-2-methylphenyl)-N-isopropylnicotinamide